(3R)-3-(4-Chlorophenyl)-2-[(4-chlorophenyl)methyl]-6-(1,2-dihydroxypropan-2-yl)-3-{[1-(hydroxymethyl)cyclopropyl]methoxy}-2,3-dihydro-1H-isoindol-1-on ClC1=CC=C(C=C1)[C@@]1(N(C(C2=CC(=CC=C12)C(CO)(C)O)=O)CC1=CC=C(C=C1)Cl)OCC1(CC1)CO